[1,3]Dioxole-5-amine O1COC=C1N